N-(7-(3,5-Dimethoxybenzyl)-7H-pyrrolo[2,3-d]pyrimidin-4-yl)benzo[d]thiazol-5-amine COC=1C=C(CN2C=CC3=C2N=CN=C3NC=3C=CC2=C(N=CS2)C3)C=C(C1)OC